tert-butyl ((E)-((tert-butoxycarbonyl)amino)((S)-2-(3-(4-(((Z)-oct-3-en-1-yl)oxy)-3-(trifluoromethyl)phenyl)-1,2,4-oxadiazol-5-yl)pyrrolidin-1-yl)methylene)carbamate C(C)(C)(C)OC(=O)N/C(/N1[C@@H](CCC1)C1=NC(=NO1)C1=CC(=C(C=C1)OCC\C=C/CCCC)C(F)(F)F)=N\C(OC(C)(C)C)=O